FC1=CC=C2C(=CN=NC2=C1C)NC1=NC(=NC=C1)NC1=CC=C(C=C1)N1CCNCC1 N4-(7-fluoro-8-methylcinnolin-4-yl)-N2-(4-(piperazin-1-yl)phenyl)-pyrimidine-2,4-diamine